FC(C1=NC=CC(=C1)N1CC(C1)CC(=O)N1CC=2C=3N(C(=C(C2C1)C)C)N=CN3)F 2-[1-(2-Difluoromethyl-pyridin-4-yl)-azetidin-3-yl]-1-(5,6-dimethyl-7,9-dihydro-pyrrolo[3,4-c][1,2,4]triazolo[1,5-a]pyridin-8-yl)-ethanone